3-bromo-5-((3-bromophenyl)sulfonyl)benzoic acid BrC=1C=C(C(=O)O)C=C(C1)S(=O)(=O)C1=CC(=CC=C1)Br